FC1(CCN(CC1)CC1=CC(=C2CN(C(C2=C1)=O)C1=CC(=CC(=N1)NCC(C#N)C)C=1C=NC=CC1C1=NN=CN1C)C(F)(F)F)F 3-[(6'-{6-[(4,4-difluoropiperidin-1-yl)methyl]-1-oxo-4-(trifluoromethyl)-3H-isoindol-2-yl}-4-(4-methyl-1,2,4-triazol-3-yl)-[3,4'-bipyridin]-2'-yl)amino]-2-methylpropanenitrile